3-(5-ethyl-1,3-thiazol-2-yl)-5-[(3R)-tetrahydro-furan-3-yloxy]-N-{(1R)-1-[2-(trifluoromethyl)pyrimidin-5-yl]ethyl}benzamide C(C)C1=CN=C(S1)C=1C=C(C(=O)N[C@H](C)C=2C=NC(=NC2)C(F)(F)F)C=C(C1)O[C@H]1COCC1